C(C)(C)(C)OC(=O)N1CCN(C2=CC=CC(=C12)OC)CC(=O)OCC 4-(2-ethoxy-2-oxo-ethyl)-8-methoxy-2,3-dihydroquinoxaline-1-carboxylic acid tert-butyl ester